C1(CC1)S(=O)(=O)C1(CC1)CN1C(C2=C(CC1)C(=NN2C)C(COC2=CC=C(C#N)C=C2)=O)=O 4-(2-(6-((1-(cyclopropylsulfonyl)cyclopropyl)methyl)-1-methyl-7-oxo-4,5,6,7-tetrahydro-1H-Pyrazolo[3,4-c]Pyridin-3-yl)-2-oxoethoxy)benzonitrile